N-(4-(5-cyano-2-fluoro-phenyl)-2-(3,3-difluoro-pyrrolidin-1-yl)pyridin-3-yl)-2-isopropylpyrimidine-5-carboxamide C(#N)C=1C=CC(=C(C1)C1=C(C(=NC=C1)N1CC(CC1)(F)F)NC(=O)C=1C=NC(=NC1)C(C)C)F